Cl.COC(C(C)N)=O aminopropionic acid methyl ester hydrochloride